C(C)N(C(=O)C1=CC=C(C=C1)B(O)O)CC 4-(diethyl-carbamoyl)-phenylboronic acid